CN(C)C(=O)C1=CC(=CC=C1)O 3-hydroxy-N,N-dimethylbenzamide